CC1=C(C=CC(=C1)C)C(/C=C/C1=CC=C(OCC(=O)O)C=C1)=O 2-[4-[(E)-3-(2,4-Dimethylphenyl)-3-oxoprop-1-enyl]phenoxy]acetic acid